CC1=CC(=CC(=C1C)OC)C 2,3,6-trimethyl-4-methoxybenzene